C1(CCC1)NC1=NC=C2N=C(N(C2=N1)C1CCC(CC1)C(=O)N)NC1=C(C=C(C=C1Cl)F)Cl (1s,4s)-4-(2-(cyclobutylamino)-8-(2,6-dichloro-4-fluorophenylamino)-9H-purin-9-yl)cyclohexanecarboxamide